hafnium-indium-zinc oxide [O-2].[Zn+2].[In+3].[Hf+4]